C(N)(=O)C1=CC2=C(C(=N1)C1=C(N=C(O1)C1=CC(=NN1CC)C)C(=O)O)C=NN2C 5-(6-carbamoyl-1-methyl-1H-pyrazolo[4,3-c]pyridin-4-yl)-2-(1-ethyl-3-methyl-1H-pyrazol-5-yl)-1,3-oxazole-4-carboxylic acid